C(C)(C)(C)P(C(C)(C)C)C=C1C(C=CC=C1)=CP(C(C)(C)C)C(C)(C)C 1,2-bis-(ditertbutylphosphino-methylene)benzene